FC(C1=CC=C(C=C1)NC=1SC=C(N1)C1=CC(=CC=C1)F)(F)F 2-(4-trifluoromethylphenylamino)-4-(3-fluorophenyl)thiazole